BrC1=CC=C(OCC(=O)N2CCN(CC2)S(=O)(=O)C=2C=C3C(C(NC3=CC2)=O)=O)C=C1 5-((4-(2-(4-bromophenoxy)acetyl)piperazin-1-yl)sulfonyl)indoline-2,3-dione